C(C=C)(=O)NCC(CCS(=O)(=O)O)S(=O)(=O)O Acrylamidomethyl-propanedisulfonic acid